Cl.Cl.Cl.NCCC(=O)N1CCN(CC1)CCOC1=CC(=CC=C1)N1C2CN(CC1CC2)C2=C(N=NC(=C2)C2=C(C=CC=C2)O)N 3-amino-1-[4-[2-[3-[3-[3-amino-6-(2-hydroxyphenyl)pyridazin-4-yl]-3,8-diazabicyclo[3.2.1]octan-8-yl]phenoxy]ethyl]piperazin-1-yl]propan-1-one trihydrochloride